C(C)(C)(C)C(C(=O)O[C@@H]1CN(CC1)CC(F)F)COCCOCCOCCOCCNC1=C2C(N(C(C2=CC=C1)=O)C1C(N(C(CC1)=O)C)=O)=O (S)-1-(2,2-difluoroethyl)pyrrolidin-3-ol tert-butyl-3-[2-[2-[2-[2-[[2-(1-methyl-2,6-dioxo-3-piperidyl)-1,3-dioxo-isoindolin-4-yl]amino]ethoxy]ethoxy]ethoxy]ethoxy]propanoate